F[C@@H]1[C@H]2N([C@@H]([C@@H]1CC2)CO)C(=O)OC(C)(C)C tert-butyl (1S,3S,4S,7S)-7-fluoro-3-(hydroxymethyl)-2-azabicyclo[2.2.1]heptane-2-carboxylate